tert-butyl (2R,4S)-2-(2-bromoacetyl)-4-fluoropyrrolidine-1-carboxylate BrCC(=O)[C@@H]1N(C[C@H](C1)F)C(=O)OC(C)(C)C